(E)-2-((2-(3-(2-chlorophenyl)-1,2,4-thiadiazol-5-yl)-2-methylhydrazono)methyl)benzoic acid ClC1=C(C=CC=C1)C1=NSC(=N1)N(\N=C\C1=C(C(=O)O)C=CC=C1)C